N[C@H](C1=CC2=C(NC(=N2)[C@@H](N[S@](=O)C(C)(C)C)C2CCC(CC2)(F)F)C=C1)C1CC1 (R)-N-((S)-(5-((S)-Amino(cyclopropyl)methyl)-1H-benzo[d]imidazol-2-yl)(4,4-difluorocyclohexyl)methyl)-2-methylpropane-2-sulfinamide